4-((3aS,4R,6aR)-4-((1-(pivaloyloxy)ethoxy)carbonyl)octahydropyrrolo[3,4-b]pyrrol-4-yl)butylboronic acid dihydrochloride Cl.Cl.C(C(C)(C)C)(=O)OC(C)OC(=O)[C@@]1(NC[C@@H]2NCC[C@@H]21)CCCCB(O)O